COC=1C=C(CN(C=2C=C(CN3C(CNCC3)=O)C=CC2)CC2=CC(=CC=C2)N2CCN(CC2)C)C=CC1 1-(3-((3-methoxybenzyl)(3-(4-methylpiperazin-1-yl)benzyl)amino)benzyl)piperazin-2-one